tert-butyl (5S)-5-[[(R)-tert-butylsulfinyl]amino]-3-methoxyspiro[5,7-dihydrocyclopenta[c]pyridine-6,4'-piperidine]-1'-carboxylate C(C)(C)(C)[S@@](=O)N[C@@H]1C2=C(C=NC(=C2)OC)CC12CCN(CC2)C(=O)OC(C)(C)C